NC=1C=C2CCN(CC2=CC1)CC(CN1CC2=CC=CC=C2CC1)O 6-amino-2-(3-(3,4-dihydroisoquinoline-2(1H)-yl)-2-hydroxypropyl)-3,4-dihydroisoquinoline